ClC=1C=C(C=C(C1)Cl)S(=O)(=O)N1CC(CC1)OC1=C(C=C(C=C1)C=1C=CNC1)F 4-(4-((1-((3,5-dichlorophenyl)sulfonyl)pyrrolidine-3-yl)oxy)-3-fluorophenyl)-1H-pyrrole